2-((2-aminoethoxy)methyl)-4-(2-chlorophenyl)-6-methyl-1,4-dihydropyridine-3,5-dicarboxylic acid dimethyl ester COC(=O)C1=C(NC(=C(C1C1=C(C=CC=C1)Cl)C(=O)OC)C)COCCN